racemic-bis(2-indenyl)-zirconium dichloride [Cl-].[Cl-].C1C(=CC2=CC=CC=C12)[Zr+2]C=1CC2=CC=CC=C2C1